(+-)-Exo-3-amino-6,6-difluoro-8-azabicyclo[3.2.1]octane-8-carboxylic acid tert-butyl ester C(C)(C)(C)OC(=O)N1C2CC(CC1C(C2)(F)F)N